4-methoxy-3-(6-(2-morpholinylpyrimidin-5-yl)-9-oxo-1,2,3,9-tetrahydropyrazolo[1,2-a]indazol-3-yl)benzonitrile COC1=C(C=C(C#N)C=C1)C1CCN2N1C=1C=C(C=CC1C2=O)C=2C=NC(=NC2)N2CCOCC2